Cl.C1(CCC1)N1C(=NC2=NC(=NC(=C12)N1C[C@@](CCC1)(O)C)OC[C@H]1NCCC1)OC1=CC(=CC2=CC=C(C(=C12)C#C)F)O (3R)-1-{7-Cyclobutyl-8-[(8-ethynyl-7-fluoro-3-hydroxy-1-naphthyl)oxy]-2-[(2S)-pyrrolidin-2-ylmethoxy]-7H-purin-6-yl}-3-methylpiperidin-3-ol hydrochloride